5-((tetrahydrofuran-3-yl)oxy)pyrazolo[1,5-a]pyrimidine O1CC(CC1)OC1=NC=2N(C=C1)N=CC2